(S)-8-chloro-6-(((1-(1-(fluoromethyl)cyclopropyl)-1H-1,2,3-triazol-4-yl)(isoquinolin-8-yl)methyl)amino)-4-(neopentylamino)quinoline-3-carbonitrile ClC=1C=C(C=C2C(=C(C=NC12)C#N)NCC(C)(C)C)N[C@@H](C=1C=CC=C2C=CN=CC12)C=1N=NN(C1)C1(CC1)CF